Ethyl 2-(4-nitro-2-oxoindolin-3-yl)acetate [N+](=O)([O-])C1=C2C(C(NC2=CC=C1)=O)CC(=O)OCC